BrC1=C(C=CC=C1)S(=O)(=O)N1C=CC2=CC(=C(C=C12)OC)N[C@@]1(NC=2N(C(CN(C2C(N1)=O)C)CC)C1CCCC1)N (R)-2-{{1-[(2-bromophenyl)sulfonyl]-6-methoxyindol-5-yl}amino}-8-cyclopentyl-7-ethyl-5-methyl-7,8-dihydropterin